2-(1-Diphenylmethylazetidin-3-ylidene)-2-chloroacetic acid ethyl ester C(C)OC(C(Cl)=C1CN(C1)C(C1=CC=CC=C1)C1=CC=CC=C1)=O